NC=1C=2N(C3=CC(=CC=C3N1)C(=O)N1[C@@H]3[C@H](O[C@@H](C1)C)CC=1C=C(C=CC13)OC(F)(F)F)C(=NC2)C (4-amino-1-methylimidazo[1,5-a]quinoxalin-8-yl)((2R,4aS,9aR)-2-methyl-7-(trifluoromethoxy)-2,3,9,9a-tetrahydroindeno[2,1-b][1,4]oxazin-4(4aH)-yl)methanone